CN(CCN(C=1C(=CC(=CC1)NC1=NC=C(C(=N1)C1=CN(C2=C(C=CC=C12)F)C)C(F)(F)F)N)C)C N1-(2-(dimethylamino)ethyl)-N4-(4-(7-fluoro-1-methyl-1H-indol-3-yl)-5-(trifluoromethyl)pyrimidin-2-yl)-N1-methylbenzene-1,2,4-triamine